1-hydroxy-2-methylethyl-trimethoxysilane OC(CC)[Si](OC)(OC)OC